azetidinium-1-carboxylate [NH+]1(CCC1)C(=O)[O-]